NC=1SC2=C(N1)C=C(C(=C2)N(C(=O)NC2=CC=C(C=C2)Cl)CCN2CCOCC2)F 1-(2-amino-5-fluorobenzo[d]thiazol-6-yl)-3-(4-chlorophenyl)-1-[2-(4-morpholinyl)ethyl]urea